2-(4-(6-chloro-1-methyl-2,3-dioxo-2,3-dihydropyrido[2,3-b]pyrazin-4(1H)-yl)piperidin-1-yl)-N-(cyclobutylmethyl)pyrimidine-5-carboxamide ClC=1C=CC2=C(N(C(C(N2C)=O)=O)C2CCN(CC2)C2=NC=C(C=N2)C(=O)NCC2CCC2)N1